6-isopropoxy-2H-indazol-5-carboxamide C(C)(C)OC=1C(=CC2=CNN=C2C1)C(=O)N